FC=1C=CC=2C3=C(NC(C2C1)=O)CSCC3=O 8-fluoro-2H-thiopyrano[3,4-c]isoquinoline-1,6(4H,5H)-dione